C(C)S(=O)C=1OC2=C(C=C(C=C2C(C1)=O)C)C(C)NC1=C(C(=O)OC)C=CC=C1 methyl 2-[1-(2-ethylsulfinyl-6-methyl-4-oxo-chromen-8-yl)ethylamino]benzoate